3-(1-methyl-7-(((6S,7R)-6-methyl-2-azaspiro[3.5]nonan-7-yl)amino)-1H-indazol-3-yl)piperidine-2,6-dione CN1N=C(C2=CC=CC(=C12)N[C@H]1[C@H](CC2(CNC2)CC1)C)C1C(NC(CC1)=O)=O